F[C@@H]1[C@@H](C1)C1=NC(=NO1)C1(CCN(CC1)C(=O)NC=1C(=NC=CC1)N1CCN(CC1)C(C)C)C 4-{5-[(1S,2S)-2-fluorocyclopropyl]-1,2,4-oxadiazol-3-yl}-N-[2-(4-isopropylpiperazin-1-yl)pyridin-3-yl]-4-methylpiperidine-1-carboxamide